N[C@H](C(S)=O)CCC (2S)-2-AMINOPENTANETHIOIC S-ACID